C(C)(C)(C)N1N=C(C=C1NC1=CN=CC(=N1)OCCC([C@H](C)NC(OC(C)(C)C)=O)(F)F)[C@@H]1C[C@@H](CC1)O[Si](C)(C)C(C)(C)C tert-butyl ((S)-5-((6-((1-(tert-butyl)-3-((1S,3R)-3-((tert-butyldimethylsilyl)oxy)cyclopentyl)-1H-pyrazol-5-yl)amino)pyrazin-2-yl)oxy)-3,3-difluoropentan-2-yl)carbamate